C(#N)C1=CC=C(C=C1)C1=CC(=C(C(=C1)C(C)C)CC(=O)NS(=O)(=O)C1=CC=C(C=C1)CN(C)C)C(C)C 2-{4-(4-cyanophenyl)-2,6-bis(propan-2-yl)phenyl}-N-{4-[(dimethylamino)methyl]benzene-sulfonyl}acetamide